N-(2-(methylsulfonylamino)ethyl)pyrazolo[1,5-a]pyrimidine-3-carboxamide CS(=O)(=O)NCCNC(=O)C=1C=NN2C1N=CC=C2